(R)- or (S)-N-((5-((5-oxo-4,5-dihydro-1,2,4-oxadiazol-3-yl)-methyl)-1-(4-(trifluoro-methyl)phenyl)-1,2,3,4-tetrahydroquinolin-3-yl)methyl)acrylamide O=C1NC(=NO1)CC1=C2C[C@@H](CN(C2=CC=C1)C1=CC=C(C=C1)C(F)(F)F)CNC(C=C)=O |o1:10|